(7aR,8R,10R,10aR)-8-(4-aminopyrrolo[2,1-f][1,2,4]triazin-7-yl)-10-(hydroxymethyl)-4,4-dimethyl-2,6-dioxooctahydro-2H-furo[3,4-b][1,4]dioxonine-8-carbonitrile NC1=NC=NN2C1=CC=C2[C@@]2(O[C@@H]([C@H]1OC(CC(CC(O[C@H]12)=O)(C)C)=O)CO)C#N